α-ketoglutaric acid disodium salt hydrate O.[Na+].[Na+].O=C(C(=O)[O-])CCC(=O)[O-]